Cl.C(C)N=C=NCCCN(C)C E-1-ethyl-3-(3-dimethylaminopropyl)carbodiimide hydrochloride